C(C)(C)(C)OC(=O)N1CC2=CC=CC=C2C[C@@H]1C(=O)O (R)-2-(tert-butoxycarbonyl)-1,2,3,4-tetrahydroisoquinoline-3-carboxylic acid